5-(3,5-difluorobenzyl)-3-iodo-1-((2-(trimethylsilyl)ethoxy)methyl)-1H-pyrazolo[3,4-c]pyridine FC=1C=C(CC=2C=C3C(=CN2)N(N=C3I)COCC[Si](C)(C)C)C=C(C1)F